4a-(4-(trifluoromethyl)phenyl)octahydro-2H-benzo[b][1,4]oxazine hydrochloride Cl.FC(C1=CC=C(C=C1)C12C(OCCN1)CCCC2)(F)F